3,7-bis(dimethyl-amino)phenothiazin-5-ium chloride [Cl-].CN(C=1C=CC2=NC3=CC=C(C=C3[S+]=C2C1)N(C)C)C